diethyl (2-(4-fluorophenyl)-7,7-dimethyl-1,3-dioxo-2,3,5,12b-tetrahydro-1H,7H-chromeno[4,3-c][1,2,4]triazolo[1,2-a]pyridazin-10-yl) phosphate P(=O)(OCC)(OCC)OC=1C=CC2=C(C1)OC(C=1C2N2N(CC1)C(N(C2=O)C2=CC=C(C=C2)F)=O)(C)C